N1=CC(=C2OCCCN21)C2=CN1C(S2)=C(C=N1)C(=O)NC=1C(=NC=C(C1)NC(=O)[C@H]1N(CCC1)C)C (S)-2-(6,7-dihydro-5H-pyrazolo[5,1-b][1,3]oxazin-3-yl)-N-(2-methyl-5-(1-methylpyrrolidine-2-carboxamido)pyridin-3-yl)pyrazolo[5,1-b]thiazole-7-carboxamide